5-(3-octyloxybenzoyl)amino-3-(1-(tert-butyl)-1,2,3,6-tetrahydropyridin-4-yl)-1H-indole C(CCCCCCC)OC=1C=C(C(=O)NC=2C=C3C(=CNC3=CC2)C=2CCN(CC2)C(C)(C)C)C=CC1